trimethyl-(2-hydroxypropyl)phosphonium C[P+](CC(C)O)(C)C